F[Sb-](F)(F)(F)(F)F.C(C)OC1=CC=C2C(=C(C(OC2=C1)=O)[I+]C1=CC=CC=C1)C (7-ethoxy-4-methylcoumarin-3-yl)phenyliodonium hexafluoroantimonate